3-(2-fluorophenyl)-4,6-dihydropyrrolo[3,4-c]pyrazole-5(1H)-carbonitrile FC1=C(C=CC=C1)C=1C2=C(NN1)CN(C2)C#N